ferroceneformyl-3-phenyl-4-amino-5-mercapto-1,2,4-triazole [C-]1(C=CC=C1)C(=O)N1N=C(N(C1S)N)C1=CC=CC=C1.[CH-]1C=CC=C1.[Fe+2]